1-(2-naphthyl)cyclobutanol C1=C(C=CC2=CC=CC=C12)C1(CCC1)O